N-Methyl-N-[(3S)-1-{6-[({thieno[3,2-c]pyridin-7-yl}methyl)amino]pyridine-3-carbonyl}pyrrolidin-3-yl]acetamide CN(C(C)=O)[C@@H]1CN(CC1)C(=O)C=1C=NC(=CC1)NCC=1C2=C(C=NC1)C=CS2